vinyl-triethoxy-silane C(=C)[Si](OCC)(OCC)OCC